N-(tert-butoxycarbonyl)-3-[(3S)-2-oxopyrrolidin-3-yl]-L-alaninate C(C)(C)(C)OC(=O)N[C@@H](C[C@H]1C(NCC1)=O)C(=O)[O-]